CC(CC=1OC(=CN1)C(C)=O)C 1-[2-(2-Methylpropyl)-1,3-oxazol-5-yl]ethan-1-one